C(C)(C)(C)OP(=O)(OC(C)(C)C)OCCNC(OCC1=CC=CC=C1)=O Benzyl {2-[(di-tert-butoxyphosphoryl)oxy]ethyl}carbamate